3-METHYL-1-((1-(2-(TRIFLUOROMETHYL)PYRIDIN-4-YL)-1H-PYRAZOL-4-YL)SULFONYL)-1H-IMIDAZOL-3-IUM IODIDE [I-].C[N+]1=CN(C=C1)S(=O)(=O)C=1C=NN(C1)C1=CC(=NC=C1)C(F)(F)F